5-((4-Chloro-2-fluorobenzyl)thio)-6-(6-methoxypyridin-3-yl)thiazolo[4,5-d]pyrimidin-7(6H)-one ClC1=CC(=C(CSC=2N(C(C3=C(N2)N=CS3)=O)C=3C=NC(=CC3)OC)C=C1)F